CC(C=O)CC1=CC2=C(OCO2)C=C1 alpha-Methyl-1,3-benzodioxol-5-propionaldehyd